NC1=C2C(=NC=N1)N(N=C2C2=CC=C(C=C2)OC2=CC=CC=C2)[C@H]2CN(CCC2)C(=O)N2CCC(CC2)N2CCC(CC2)C=2C=C1CN(C(C1=CC2)=O)C2C(NC(CC2)=O)=O 3-(5-(1'-((R)-3-(4-amino-3-(4-phenoxyphenyl)-1H-pyrazolo[3,4-d]pyrimidin-1-yl)piperidine-1-carbonyl)-[1,4'-bipiperidin]-4-yl)-1-oxoisoindolin-2-yl)piperidine-2,6-dione